(4R)-6-(4,7-diazaspiro[2.5]octan-7-yl)-2-(1,6-dimethylpyrazolo[3,4-b]pyridin-4-yl)-4-methyl-3,4-dihydro-1H-2,7-naphthyridine C1CC12NCCN(C2)C=2C=C1[C@H](CN(CC1=CN2)C2=C1C(=NC(=C2)C)N(N=C1)C)C